1-(quinazolin-7-yl)-1H-benzo[d]imidazol-2(3H)-one N1=CN=CC2=CC=C(C=C12)N1C(NC2=C1C=CC=C2)=O